(R)-N-(5-((6-(3-(3-fluoro-5-(trifluoromethyl)phenyl)isoxazolidin-2-yl)pyrimidin-4-yl)amino)-4-methoxy-2-(4-methylpiperazin-1-yl)phenyl)acrylamide FC=1C=C(C=C(C1)C(F)(F)F)[C@@H]1N(OCC1)C1=CC(=NC=N1)NC=1C(=CC(=C(C1)NC(C=C)=O)N1CCN(CC1)C)OC